C(C)(C)(C)OC(=O)NCC=1OC2=C(C1)C=C(C=C2C(=O)OC)C Methyl 2-(((tert-butoxycarbonyl)amino)methyl)-5-methylbenzofuran-7-carboxylate